BrC=1C=C(C=CC1OC(\C=C\C1=CC=NC=C1)=O)C1NC(NC(=C1C(=O)OCC)C)=O (E)-ethyl 4-(3-bromo-4-(3-(pyridin-4-yl)acryloyloxy)phenyl)-6-methyl-2-oxo-1,2,3,4-tetrahydropyrimidine-5-carboxylate